tert-butyl (R)-(1-((5-bromopyrimidin-2-yl)methyl)piperidin-3-yl)carbamate BrC=1C=NC(=NC1)CN1C[C@@H](CCC1)NC(OC(C)(C)C)=O